2-(6-(3-bromo-1H-pyrazol-1-yl)-2-morpholino-9H-purin-9-yl)-1-(pyridin-2-yl)ethane-1-one BrC1=NN(C=C1)C1=C2N=CN(C2=NC(=N1)N1CCOCC1)CC(=O)C1=NC=CC=C1